ClC1=C(C=CC=C1)[C@H](CN1N=CN=N1)OC(N)=O carbamic acid (R)-1-(2-chlorophenyl)-2-tetrazole-2-yl-ethyl ester